C=1(C(=C(C(=CC1)O)O)O)O 1,2,3,4-Benzenetetrol